FC1(CCN(CC1)C(=O)C1=CC=C(C=C1)C=1C=C(C2=C(C=C(O2)CNC(OC(C)(C)C)=O)C1)C1=CC=NC=C1)F tert-butyl (5-(4-(4,4-difluoropiperidine-1-carbonyl)phenyl)-7-(pyridin-4-yl)benzofuran-2-yl)methylcarbamate